ClC1=C(C=C(C=C1)N1N=CC(=C1)C(C(=O)NC1=CC(=NN1)C1CC1)C)C 2-(1-(4-chloro-3-methylphenyl)-1H-pyrazol-4-yl)-N-(3-cyclopropyl-1H-pyrazol-5-yl)propanamide